4-ethyl-1-(7-fluoro-4-isopropyl-2-(3-(trifluoromethyl)-1H-pyrazol-4-yl)quinolin-6-yl)-3-(hydroxymethyl)-1H-1,2,4-triazol-5(4H)-one C(C)N1C(=NN(C1=O)C=1C=C2C(=CC(=NC2=CC1F)C=1C(=NNC1)C(F)(F)F)C(C)C)CO